(R)-1-(3-(1-(3-(difluoromethyl)-1-((1r,4r)-4-(methylol)cyclohexyl)-1H-pyrazol-4-yl)-1H-1,2,3-triazol-4-yl)pyrazolo[1,5-a]pyrimidin-5-yl)piperidin-3-ol FC(C1=NN(C=C1N1N=NC(=C1)C=1C=NN2C1N=C(C=C2)N2C[C@@H](CCC2)O)C2CCC(CC2)CO)F